3-(hydroxymethyl)-2-azabicyclo[2.2.2]octane-2-carboxylate OCC1N(C2CCC1CC2)C(=O)[O-]